C(C=C(C(=O)OCCCCCC)CC(=O)OCCCCCC)(=O)OCCCCCC Tri-n-hexyl aconitate